NC=1N2C(C=3N(C(N(C3N1)CCN1CCN(CC1)C1=CC=C(C=C1)OCCOC)=O)C)=NC(=N2)C=2C=C(C#N)C=CC2 3-[5-Amino-3-(2-{4-[4-(2-methoxy-ethoxy)-phenyl]-piperazin-1-yl}-ethyl)-1-methyl-2-oxo-2,3-dihydro-1H-[1,2,4]triazolo[5,1-i]purin-8-yl]-benzonitrile